4-(2-phenoxyphenyl)piperazine O(C1=CC=CC=C1)C1=C(C=CC=C1)N1CCNCC1